N1-(2-(dimethylamino)ethyl)-N4-(4-(1,5'-dimethylspiro[pyrrolidin-3,3'-pyrrolo[3,2-b]pyridin]-1'(2'H)-yl)-1,3,5-triazin-2-yl)-5-methoxy-N1-methylbenzene-1,2,4-triamine CN(CCN(C=1C(=CC(=C(C1)OC)NC1=NC=NC(=N1)N1CC2(C3=NC(=CC=C31)C)CN(CC2)C)N)C)C